ClC1=NC=C(C=C1NS(=O)(=O)C1=C(C=CC=C1F)F)C=1C=C2C(=NC=NC2=CC1)N1[C@H](CN(CC1)C(\C=C\C(C)=O)=O)C (S,E)-N-(2-chloro-5-(4-(2-methyl-4-(4-oxopent-2-enoyl)piperazin-1-yl)quinazolin-6-yl)pyridin-3-yl)-2,6-difluoro-benzene-sulfonamide